tert-butyl (4E)-4-[(R)-tert-butylsulfinyl]imino-1-methyl-spiro[6H-cyclopenta[c]pyrazole-5,4'-piperidine]-1'-carboxylate C(C)(C)(C)[S@@](=O)\N=C/1\C2=C(N(N=C2)C)CC12CCN(CC2)C(=O)OC(C)(C)C